3-(2-fluoro-4-(2-fluorophenoxy)benzoyl)-4-(((3R,6S)-6-(hydroxymethyl)tetrahydro-2H-pyran-3-yl)amino)-1H-pyrrolo[2,3-b]pyridine-5-carbonitrile FC1=C(C(=O)C2=CNC3=NC=C(C(=C32)N[C@H]3CO[C@@H](CC3)CO)C#N)C=CC(=C1)OC1=C(C=CC=C1)F